tert-butyl 4-((4-(4-(trifluoromethyl)phenyl)phthalazin-1-yl)amino)isothiazolidine-2-carboxylate 1,1-dioxide FC(C1=CC=C(C=C1)C1=NN=C(C2=CC=CC=C12)NC1CN(S(C1)(=O)=O)C(=O)OC(C)(C)C)(F)F